NC(C=O)C(C(C(CO)O)O)O 2-amino-3,4,5,6-tetrahydroxyhexanal